rac-benzyl (R)-(1'-(4-((2,6-dioxopiperidin-3-yl)amino)-2-fluorophenyl)-[1,4'-bipiperidin]-4-yl)carbamate O=C1NC(CC[C@H]1NC1=CC(=C(C=C1)N1CCC(CC1)N1CCC(CC1)NC(OCC1=CC=CC=C1)=O)F)=O |r|